OC[C@H](C)NC(C1=CC(=CC=C1)NC1=NC=C(C(=N1)NCC=1C(=NC=CC1)N(S(=O)(=O)C)C)C(F)(F)F)=O N-[(1S)-2-hydroxy-1-methylethyl]-3-({4-[({2-[methyl(methylsulfonyl)amino]pyridin-3-yl}methyl)amino]-5-(trifluoromethyl)pyrimidin-2-yl}amino)benzamide